FC=1C=C(C#N)C=C(C1N1N=C2C(=CC1=O)NN=C2C2=CC=C1CCN(CC1=C2)C)OC 3-fluoro-5-methoxy-4-(3-(2-methyl-1,2,3,4-tetrahydroisoquinolin-7-yl)-6-oxo-1H-pyrazolo[4,3-c]pyridazin-5(6H)-yl)benzonitrile